[2-(3,4-Dimethoxy-phenyl)-imidazo[1,2-a]pyridin-7-yl]-methyl-amine COC=1C=C(C=CC1OC)C=1N=C2N(C=CC(=C2)NC)C1